ClC1=CN(C2=NC=CC(=C21)OC2=C(C=C(C=C2F)NC(=S)NC[C@@H](CNC(OC(C)(C)C)=O)C)F)COCC[Si](C)(C)C |r| (+/-)-tert-butyl {3-[({4-[(3-chloro-1-{[2-(trimethylsilyl)ethoxy]methyl}-1H-pyrrolo[2,3-b]pyridin-4-yl)oxy]-3,5-difluorophenyl}carbamothioyl)amino]-2-methylpropyl}carbamate